(S)-3-(4-chlorophenoxy)-N-(6-cyano-5-(trifluoromethyl)pyridin-3-yl)-2-hydroxy-2-methylpropionamide ClC1=CC=C(OC[C@](C(=O)NC=2C=NC(=C(C2)C(F)(F)F)C#N)(C)O)C=C1